CC1=C(N=C2N(C1=O)C=C(C=C2[C@@H](C)NC2=C(C(=O)O)C=CC=C2)C)NCC2COC2 (R)-2-((1-(3,7-dimethyl-2-((oxetan-3-ylmethyl)amino)-4-oxo-4H-pyrido[1,2-a]pyrimidin-9-yl)ethyl)amino)benzoic acid